FC(C(=O)O)(F)F.FC(C(=O)O)(F)F.NC(C(=O)N)C 2-aminopropionamide di-trifluoroacetate